[Si](C)(C)(C(C)(C)C)OCC1(CN(C1)S(=O)(=O)C1=C(C=C(C=C1)Cl)Cl)COC1=CC(=C(C=C1)F)F 3-(((tert-butyldimethylsilyl)oxy)methyl)-1-((2,4-dichlorophenyl)sulfonyl)-3-((3,4-difluorophenoxy)methyl)azetidine